(S)-2-amino-3-hydroxy-3-methyl-N-(1-(m-tolyl)-1H-indazol-6-yl)butanamide hydrochloride Cl.N[C@H](C(=O)NC1=CC=C2C=NN(C2=C1)C=1C=C(C=CC1)C)C(C)(C)O